methyl-phenylpyridinium CC1=[N+](C=CC=C1)C1=CC=CC=C1